2-(4-(8-((2,6-diethoxy-4'-fluoro-[1,1'-biphenyl]-4-yl)methyl)-2-oxo-1-oxa-3,8-diazaspiro[4.5]decan-3-yl)benzamido)ethane-1-sulfonic acid C(C)OC1=C(C(=CC(=C1)CN1CCC2(CN(C(O2)=O)C2=CC=C(C(=O)NCCS(=O)(=O)O)C=C2)CC1)OCC)C1=CC=C(C=C1)F